2,4-dichloro-N'-hydroxy-benzamidine ClC1=C(C(=NO)N)C=CC(=C1)Cl